NCCCN1CCN(CC1)C1=CC=C(C=C1)N1C(NC(CC1)=O)=O 1-(4-(4-(3-aminopropyl)piperazin-1-yl)phenyl)dihydropyrimidine-2,4(1H,3H)-dione